CC(C[NH3+])C1=CC=CC=C1 β-Methylphenethylammonium